O1CCN(CC1)C=1C=NC2=CC=C(C=C2N1)C1=NC(=NC=C1F)NC1=NC=C(C=C1)CN1CCN(CC1)C(C)C 4-(3-morpholinoquinoxalin-6-yl)-5-fluoro-N-(5-((4-isopropylpiperazin-1-yl)methyl)pyridin-2-yl)pyrimidin-2-amine